N1NC=C2C3(C=C4C(=C12)C=C(O4)C(=O)N)CC3 dihydrospiro[cyclopropane-1,4'-furo[2,3-g]indazole]-7'-carboxamide